C[Si](CCOCN1N=CC=C1N)(C)C 1-{[2-(trimethylsilyl)ethoxy]methyl}-1H-pyrazol-5-amine